diphenyloxydicarboxylate C1(=CC=CC=C1)OC(=O)OC(=O)OC1=CC=CC=C1